BrC1=CC(=C(C(=C1)OC)S(=O)(=O)Cl)OC 4-bromo-2,6-dimethoxybenzene-1-sulfonyl chloride